NC=1C=2N(C=C(N1)C1=CC(=CC=C1)C#N)N=C(C2)C(=O)NCC 4-amino-6-(3-cyanophenyl)-N-ethylpyrazolo[1,5-a]pyrazine-2-carboxamide